2-bromo-2-(3-methoxyphenyl)acetic acid methyl ester COC(C(C1=CC(=CC=C1)OC)Br)=O